4-(5-bromopyridin-2-yl)-1-iminothiolane-1-oxide BrC=1C=CC(=NC1)C1CCS(C1)(=N)=O